N-(1'-(2-(1,1-difluoroethyl)-6-((2-methoxyethyl)amino)pyrimidin-4-yl)-1',2'-dihydrospiro[cyclopropane-1,3'-pyrrolo[3,2-c]pyridin]-6'-yl)acetamide FC(C)(F)C1=NC(=CC(=N1)N1CC2(C=3C=NC(=CC31)NC(C)=O)CC2)NCCOC